(R)-6-(2-(3-bromophenyl)-2-hydroxyacetyl)-2-(1-(thiophen-2-yl)cyclopropyl)-3,5,6,7,8,9-hexahydro-4H-pyrimido[5,4-c]azepin-4-one BrC=1C=C(C=CC1)[C@H](C(=O)N1CC2=C(CCC1)N=C(NC2=O)C2(CC2)C=2SC=CC2)O